N1C=C(C2=CC=CC=C12)C([C@@H](NCCC1=CC=C(C=C1)C(F)(F)F)C1=CC=CC=C1)=O |r| (S)- and (R)-1-(1H-indol-3-yl)-2-phenyl-2-((4-(trifluoromethyl)phenethyl)amino)ethan-1-one